lithium terephthalate salt C(C1=CC=C(C(=O)[O-])C=C1)(=O)[O-].[Li+].[Li+]